The molecule is dication of berbamunine arsing from protonation of both tertiary amino groups; major species at pH 7.3. It is a conjugate acid of a berbamunine. C[NH+]1CCC2=CC(=C(C=C2[C@@H]1CC3=CC=C(C=C3)OC4=C(C=CC(=C4)C[C@@H]5C6=CC(=C(C=C6CC[NH+]5C)OC)O)O)O)OC